6-((2R)-2-(3-fluorophenyl)pyrrolidin-1-yl)-3-(6-piperazin-1-yl-2-pyridinyl)imidazo[1,2-b]pyridazine FC=1C=C(C=CC1)[C@@H]1N(CCC1)C=1C=CC=2N(N1)C(=CN2)C2=NC(=CC=C2)N2CCNCC2